tert-Butyl 4-((3-(((4,6-dimethyl-2-oxo-1,2-dihydropyridin-3-yl)methyl)carbamoyl)-5-(6-methoxypyridin-3-yl)-2-methylphenyl)(ethyl)amino)-2,6-trans-dimethylpiperidine-1-carboxylate CC1=C(C(NC(=C1)C)=O)CNC(=O)C=1C(=C(C=C(C1)C=1C=NC(=CC1)OC)N(C1CC(N(C(C1)C)C(=O)OC(C)(C)C)C)CC)C